5-(3-chlorophenyl)-3-hydroxypicolinic acid ClC=1C=C(C=CC1)C=1C=C(C(=NC1)C(=O)O)O